O1C(COC1)CCOC=1C=NC=CC1C1=C(C=2C(NCCC2N1)=O)NC1=C(C(=CC=C1)F)OC 2-(3-{2-[1,4-Dioxolan-2-yl]ethoxy}pyridin-4-yl)-3-(3-fluoro-2-methoxyanilino)-1,5,6,7-tetrahydro-4H-pyrrolo[3,2-c]pyridin-4-one